BrC=1C=C(C=CC1)NC(NC1=C(C(=O)NCCCO)C=CC(=C1)OC(F)(F)F)=O 2-[3-(3-bromophenyl)ureido]-4-trifluoromethoxy-N-(3-hydroxy-propyl)benzamide